ClC=1C(=NC(=NC1)N1C[C@H](CCC1)C(F)F)NC1=CC=2C3=C(C(N(C2C=C1)C)=O)OCC([C@@H](N3)C3CC3)(F)F (S)-10-((5-Chloro-2-((S)-3-(difluoromethyl)piperidin-1-yl)pyrimidin-4-yl)amino)-2-cyclopropyl-3,3-difluoro-7-methyl-1,2,3,4-tetrahydro-[1,4]oxazepino[2,3-c]chinolin-6(7H)-on